hexamethylenediurethane N(C(=O)OCC)CCCCCCNC(=O)OCC